C(C=C)(=O)N1CCC(CC1)NC=1C=C2C(=NC=NC2=CC1OC)NC1=C(C=C(OC2=CC(=NC=C2)C(=O)N[C@@H](C(F)(F)F)C)C=C1)F (R)-4-(4-((6-((1-acryloylpiperidin-4-yl)amino)-7-methoxyquinazolin-4-yl)amino)-3-fluorophenoxy)-N-(1,1,1-trifluoropropan-2-yl)picolinamide